O=C1N(C[C@@H]1CCCC1=NC=2NCCCC2C=C1)CCC(=O)O 3-((S)-2-oxo-3-(3-(5,6,7,8-tetrahydro-1,8-naphthyridin-2-yl)propyl)azetidin-1-yl)propionic acid